C(C)(C)(C)OC(NC=1C2=C(C(=NC1)N=C(C1=CC=CC=C1)C1=CC=CC=C1)CCC2)=O (1-((Diphenylmethylene)amino)-6,7-dihydro-5H-cyclopenta[c]pyridin-4-yl)carbamic acid tert-butyl ester